nickel-cobalt aluminum oxide [O-2].[Al+3].[Co+2].[Ni+2]